5,5-bis(methoxymethyl)-2-methyloctane COCC(CCC(C)C)(CCC)COC